OC(C)(C)C1=CC=C(NC=2C(=NC(=C(N2)NC)C=2C3=C(C=NC2)N(C=N3)C)C(=O)OC)C=C1 methyl 3-[4-(1-hydroxy-1-methylethyl)anilino]-5-(methylamino)-6-(3-methylimidazo[4,5-c]pyridin-7-yl)pyrazine-2-carboxylate